O(C1=CC=CC=C1)C1=CC=C(C=C1)C1=C(C=CC(=N1)C=1CCNCC1)C(=O)N 6-(4-phenoxyphenyl)-1',2',3',6'-tetrahydro-[2,4'-bipyridine]-5-carboxamide